benzo[a]phenoxazin-9-ylidene(dimethyl)azanium C1=CC=CC=2C1=C1N=C3C=CC(C=C3OC1=CC2)=[N+](C)C